N-[5-[1-(2,2-dimethylpropyl)piperidin-4-yl]-4-fluoro-2-[(3R,5S)-3,4,5-trimethylpiperazin-1-yl]phenyl]-6-oxo-4-(trifluoromethyl)-1H-pyridine-3-carboxamide CC(CN1CCC(CC1)C=1C(=CC(=C(C1)NC(=O)C1=CNC(C=C1C(F)(F)F)=O)N1C[C@H](N([C@H](C1)C)C)C)F)(C)C